CN([C@@H](CCO)[C@H]1CCC=2C=3C1=C1C(=NC3C=C(C2C)F)C2=CC3=C(C(N2C1)=O)COC([C@]3(O)CC)=O)C (1S,9S)-1-((S)-1-(Dimethylamino)-3-hydroxypropyl)-9-ethyl-5-fluoro-9-hydroxy-4-methyl-1,2,3,9,12,15-hexahydro-10H,13H-benzo[de]pyrano[3',4':6,7]indolizino[1,2-b]quinoline-10,13-dione